2-(8-cyclopropylimidazo[1,2-a]pyridin-6-yl)-1,3,4-oxadiazole C1(CC1)C=1C=2N(C=C(C1)C=1OC=NN1)C=CN2